CC1=NSC(=C1)S(=O)(=O)N1CCC(CC1)C=1C(=CC=2N(N1)N=CN2)C 3-methyl-5-((4-(7-methyl-[1,2,4]triazolo[1,5-b]pyridazin-6-yl)piperidin-1-yl)sulfonyl)isothiazole